3-amino-6-ethylpyrazine-2-carbaldehyde NC=1C(=NC(=CN1)CC)C=O